C(#N)C1=CC=C(S1)COC1=CC=C2CCNCC2=C1 7-((5-cyanothiophen-2-yl)methoxy)-1,2,3,4-tetrahydroisoquinoline